ClC1=CC=C(C(=N1)C(=O)O)N[C@H](C)C1=C2N=C(C(=NC2=CC(=C1)C)C#N)N1CC([C@@H](C1)CO)(F)F 6-chloro-3-(((R)-1-(2-cyano-3-((S)-3,3-difluoro-4-(hydroxymethyl)pyrrolidin-1-yl)-7-methylquinoxalin-5-yl)ethyl)amino)picolinic acid